ClCCSCCS 2-(2-chloroethylsulfanyl)ethanethiol